1-(4-chlorobenzyl)-3-(2-((3-chlorophenyl)sulfonyl)-2-azaspiro[3.3]heptan-6-yl)urea ClC1=CC=C(CNC(=O)NC2CC3(CN(C3)S(=O)(=O)C3=CC(=CC=C3)Cl)C2)C=C1